C1(=CC=CC=C1)C1=NC(=CC(=N1)C1=CC=C(C=C1)B1OC(C(O1)(C)C)(C)C)C1=CC=C(C=C1)B1OC(C(O1)(C)C)(C)C 2-Phenyl-4,6-bis[4-(4,4,5,5-tetramethyl-1,3,2-dioxaborolan-2-yl)-phenyl]pyrimidin